(R)-(1-(4-bromophenoxy) propan-2-yl) carbamate C(N)(O[C@@H](COC1=CC=C(C=C1)Br)C)=O